C1=C(C=CC=2C3=CC=CC=C3C3=CC=CC=C3C12)NC=1C(=CC=CC1)N N1-(Triphenylen-2-yl)benzene-1,2-diamine